ClC1=NC=C(C(=N1)C1=CNC2=NC=CC=C21)Cl 3-(2,5-dichloropyrimidin-4-yl)-1H-pyrrolo[2,3-b]pyridine